trans-4-((3-(1-Cyclopropyl-1H-pyrazol-4-yl)phenyl)((trans-4-(4-methoxy-3-methylphenyl)cyclohexyl)methyl)carbamoyl)-cyclohexyl carbamate C(N)(O[C@@H]1CC[C@H](CC1)C(N(C[C@@H]1CC[C@H](CC1)C1=CC(=C(C=C1)OC)C)C1=CC(=CC=C1)C=1C=NN(C1)C1CC1)=O)=O